6-methyl-11-tosyl-11H-indolo[3,2-c]quinoline CC1=NC2=CC=CC=C2C2=C1C1=CC=CC=C1N2S(=O)(=O)C2=CC=C(C)C=C2